5-(5-chloro-6-fluoro-7-(methylthio)-1H-indazol-4-yl)thiazole ClC=1C(=C2C=NNC2=C(C1F)SC)C1=CN=CS1